NC([C@@](CO)(C)NC(=O)C1=C(OC2=C1C=C(C=C2)CC2=C(C=CC=C2)C)C)=O (S)-N-(1-amino-3-hydroxy-2-methyl-1-oxopropan-2-yl)-2-methyl-5-(2-methylbenzyl)benzofuran-3-carboxamide